CN1N=CC(=C1)C(=O)N[C@@H]1COC2=C1C=CC(=C2)C2=NOC(=N2)C (S)-1-methyl-N-(6-(5-methyl-1,2,4-oxadiazol-3-yl)-2,3-dihydrobenzofuran-3-yl)-1H-pyrazole-4-carboxamide